(3-chloro-2,4-dimethyl-5,7-dihydro-6H-pyrrolo[3,4-b]pyridin-6-yl)(3-fluoro-3-(1-methyl-1H-pyrazol-4-yl)cyclobutyl)methanone Potassium (3,6-Difluoro-2-Hydroxyphenyl)Trifluoroborate FC=1C(=C(C(=CC1)F)[B-](F)(F)F)O.[K+].ClC=1C(=C2C(=NC1C)CN(C2)C(=O)C2CC(C2)(C=2C=NN(C2)C)F)C